5-({4-[(2S)-2-(3-chlorophenyl)pyrrolidin-2-yl]-2-thienyl}carbonyl)pyrimidin ClC=1C=C(C=CC1)[C@]1(NCCC1)C=1C=C(SC1)C(=O)C=1C=NC=NC1